3-mercaptopropionic acid 2-acryloyloxyethyl ester C(C=C)(=O)OCCOC(CCS)=O